2,5-dimethylhexane dihydroperoxide [O-]O.[O-]O.CC(C)CCC(C)C